C(CCCCCCCC)OCCCCCCCCCCCCCCCCCCCCCCCCCCCCCC n-triacontyl nonyl ether